8-[(3-fluorophenyl)(2-methanesulfonylphenyl)methyl]-3-(5-methylpyridine-3-carbonyl)-3,8-diazabicyclo[3.2.1]octane FC=1C=C(C=CC1)C(N1C2CN(CC1CC2)C(=O)C=2C=NC=C(C2)C)C2=C(C=CC=C2)S(=O)(=O)C